C1(CC1)C1=NN(C(=C1)C(F)(F)F)CC(=O)N1[C@@H]([C@@H](CC1)N1[C@H](COCC1)C)C1=C(C(=CC=C1)C)Cl 2-[3-Cyclopropyl-5-(trifluoromethyl)pyrazol-1-yl]-1-[(2R,3R)-2-(2-chloro-3-methyl-phenyl)-3-[(3S)-3-methylmorpholin-4-yl]pyrrolidine-1-yl]ethanone